((S)-2-Cyclohexylpyrrolidin-1-yl)-N-((R,E)-4-(methylsulfonyl)but-3-en-2-yl)pyrazine-2-carboxamide C1(CCCCC1)[C@H]1N(CCC1)C=1C(=NC=CN1)C(=O)N[C@H](C)\C=C\S(=O)(=O)C